(S)-(4-(7-chlorofuro[3,2-b]pyridin-2-yl)phenyl)(2-methylmorpholino)methanone ClC1=C2C(=NC=C1)C=C(O2)C2=CC=C(C=C2)C(=O)N2C[C@@H](OCC2)C